5-fluoro-N-(5-fluoro-1H-indol-3-yl)-1-methyl-6-[(3,3,3-trifluoropropylamino)methyl]indole-3-carboxamide FC=1C=C2C(=CN(C2=CC1CNCCC(F)(F)F)C)C(=O)NC1=CNC2=CC=C(C=C12)F